C(CC(C)N)(N)(N)N 1,1,1,3-butanetetraamine